COC=1C=C2C(=CNC2=CC1)CCNC(=O)C=1OC=CC(C1)=O N-[2-(5-Methoxy-1H-indol-3-yl)ethyl]-4-oxopyran-2-carboxamide